6-(1-(3-chloropyridin-2-yl)-3-methoxy-1H-pyrazole-5-carboxamido)-N-(cyclopropylmethyl)-5-methylpyrazolo[1,5-a]pyridine-7-carboxamide ClC=1C(=NC=CC1)N1N=C(C=C1C(=O)NC=1C(=CC=2N(C1C(=O)NCC1CC1)N=CC2)C)OC